FC1=C(C(=C(C(=C1[B-](C1=C(C(=C(C(=C1F)F)F)F)F)(C1=C(C(=C(C(=C1F)F)F)F)F)C1=C(C(=C(C(=C1F)F)F)F)F)F)F)F)F.ClC1=C(CCCC1=CC=C1N(C2=CC=CC=C2C1(C)C)C)C=CC1[NH+](C2=CC=CC=C2C1(C)C)C 2-[2-[2-Chloro-3-[(1,3-dihydro-1,3,3-trimethyl-2H-indol-2-ylidene)ethylidene]-1-cyclohexen-1-yl]-ethenyl]-1,3,3-trimethyl-1H-indolium tetrakis(pentafluorophenyl)borate